N-bocbis(2-chloroethyl)amine C(=O)(OC(C)(C)C)N(CCCl)CCCl